C1(CC1)C1=C(CN2C(N([C@@H](C=3C2=NNC3)C)C3CCN(CC3)C=3C(=NC=CC3C(F)F)OC)=O)C=CC=C1 |o1:9| (R)- or (S)-7-(2-Cyclopropyl-benzyl)-5-(4'-difluoromethyl-2'-methoxy-3,4,5,6-tetrahydro-2H-[1,3']bipyridinyl-4-yl)-4-methyl-2,4,5,7-tetrahydro-pyrazolo[3,4-d]pyrimidin-6-one